N1C=CC=C(C2=C1C=CC=C2)C2(CCC2)C(=O)N [1]Benzazepin-5-yl-cyclobutanecarboxamide